(5-nitro-1-((2-(trimethylsilyl)ethoxy)methyl)-1H-imidazol-2-yl)methanol [N+](=O)([O-])C1=CN=C(N1COCC[Si](C)(C)C)CO